4-(2,3-dichlorophenyl)-7,7-dimethyl-7,8-dihydro-4H-benzopyran-5-one ClC1=C(C=CC=C1Cl)C1C=COC2=C1C(CC(C2)(C)C)=O